methyl ((3-(4-((2-chloro-1H-imidazol-1-yl)methyl)phenyl)-4-fluoro-5-isobutylthiophen-2-yl)sulfonyl)carbamate ClC=1N(C=CN1)CC1=CC=C(C=C1)C1=C(SC(=C1F)CC(C)C)S(=O)(=O)NC(OC)=O